2-(4-(1-(2,3-dihydrobenzofuran-6-yl)ethyl)piperazin-1-yl)-N-(dimethyl(oxo)-λ6-sulfanylidene)pyrimidine-5-carboxamide O1CCC2=C1C=C(C=C2)C(C)N2CCN(CC2)C2=NC=C(C=N2)C(=O)N=S(=O)(C)C